cis-β-Methylstyrol CC(=C)C1=CC=CC=C1